BrC1=CC=2N(C=C1)C(NN2)=O 7-Bromo-[1,2,4]triazolo[4,3-a]pyridin-3(2H)-one